O=C(CCC1=CC=C(OCCC=2C=C3C=CNC3=CC2)C=C1)C 5-(2-(4-(3-oxobutyl)phenoxy)ethyl)-1H-indol